FC1=C(C#N)C=CC(=C1)NC=1N=CC2=C(N1)CCN(C2)C(CO)C=2C(=C1COC(C1=CC2)=O)C 2-fluoro-4-((6-(2-hydroxy-1-(4-methyl-1-oxo-1,3-dihydroisobenzofuran-5-yl)ethyl)-5,6,7,8-tetrahydropyrido[4,3-d]pyrimidin-2-yl)amino)benzonitrile